C1CCC2=C(C=3CCCC3C=C12)NC(=O)N=[S@@](=O)(N)C=1C=NN2C1OCCC2 (S)-N'-((1,2,3,5,6,7-hexahydro-s-indacen-4-yl)carbamoyl)-6,7-dihydro-5H-pyrazolo[5,1-b][1,3]oxazine-3-sulfonimidamide